(((Z)-((5S,7S)-Adamantan-2-ylidene)(4-chlorophenyl)methyl)phenoxy)hexan-1-ol C12C(C3CC(CC(C1)C3)C2)=C(C2=CC=C(C=C2)Cl)C2=C(OC(CCCCC)O)C=CC=C2